C(C)(C)(C)OC(=O)N1C=C(C2=CC(=CC=C12)NC(=O)OC(C)(C)C)Cl 5-((tert-Butoxycarbonyl)amino)-3-chloro-1H-indole-1-carboxylic acid tert-butyl ester